t-butyl-3,5,5-trimethylhexanoate C(C)(C)(C)OC(CC(CC(C)(C)C)C)=O